(R)-6-fluoro-1-(2-fluoro-6-methylphenyl)-4-oxo-7-(2-((pyridin-2-yloxy)methyl)pyrrolidin-1-yl)-1,4-dihydro-quinoline-3-carboxylic acid FC=1C=C2C(C(=CN(C2=CC1N1[C@H](CCC1)COC1=NC=CC=C1)C1=C(C=CC=C1C)F)C(=O)O)=O